(2-amino-5-(2-isopropylphenoxy)phenyl)methanol NC1=C(C=C(C=C1)OC1=C(C=CC=C1)C(C)C)CO